ethyl 1-(3-(benzyloxy)-5-(3-chlorophenyl)-4-methylpicolinamido)cyclopropane-1-carboxylate C(C1=CC=CC=C1)OC=1C(=NC=C(C1C)C1=CC(=CC=C1)Cl)C(=O)NC1(CC1)C(=O)OCC